3-amino-N-{4-[(3S,5R)-3-amino-5-methylpiperidin-1-yl]-(7R)-7-hydroxy-6,7-dihydro-5H-cyclopenta[b]pyridin-3-yl}-6-(2,6-difluorophenyl)-5-fluoropyridine-2-carboxamide NC=1C(=NC(=C(C1)F)C1=C(C=CC=C1F)F)C(=O)NC=1C(=C2C(=NC1)[C@@H](CC2)O)N2C[C@H](C[C@H](C2)C)N